(oxyethylene)isotridecyl ether O1CCC(CCCCCCCCCC(C)C)O1